octaethylene glycol monomethacrylate C(C(=C)C)(=O)OCCOCCOCCOCCOCCOCCOCCOCCO